2-[4-[4-(4-isoquinolyl)phenyl]pyrazol-1-yl]-1-piperazin-1-yl-ethanone C1=NC=C(C2=CC=CC=C12)C1=CC=C(C=C1)C=1C=NN(C1)CC(=O)N1CCNCC1